OC1=C(CNCCN)C=CC=C1 N-(2-hydroxybenzyl)ethylenediamine